(4-(pyrrolidin-1-yl)phenyl)boronic acid HCl Cl.N1(CCCC1)C1=CC=C(C=C1)B(O)O